7-[[2-O-(6-Deoxy-α-L-mannopyranosyl)-β-D-glucopyranosyl]oxy]-2,3-dihydro-5-hydroxy-2-(4-hydroxyphenyl)-4H-1-benzopyran-4-one [C@@H]1([C@H](O)[C@H](O)[C@@H](O)[C@@H](O1)C)O[C@H]1[C@@H](O[C@@H]([C@H]([C@@H]1O)O)CO)OC1=CC2=C(C(CC(O2)C2=CC=C(C=C2)O)=O)C(=C1)O